[Cl-].BrC1=C(C=CC=C1)C=1N(C=[N+]2C1C=1NC3=CC=CC=C3C1C=C2)C2=CC=CC=C2 1-(2-Bromophenyl)-2-phenyl-2,11-dihydroimidazo[1',5':1,2]pyrido[3,4-b]indol-4-ium chloride